C(C1=CC=CC=C1)N1CC2(C(C2C1)C(O)C1=CC=CC=C1)C=1C=C2C=NN(C2=CC1C)C1=CC=C(C=C1)F (3-benzyl-1-(1-(4-fluorophenyl)-6-methyl-1H-indazol-5-yl)-3-azabicyclo[3.1.0]hexane-6-yl)(phenyl)methanol